FC1=C(C=C(C=C1)NC(C1=C(C=CC(=C1)C(F)(F)F)OC1=C(C=C(C=C1)F)C)=O)C1CCC(N1)C(=O)N 5-(2-Fluoro-5-(2-(4-Fluoro-2-methylphenoxy)-5-(trifluoromethyl)benzamido)phenyl)pyrrolidine-2-carboxamide